5,8-dibromo-1,1-bis(methyl-d3)-2,3-dihydro-1H-phenalene-4,9-diol BrC1=C(C=2CCC(C3=C(C(=CC(=C1)C32)Br)O)(C([2H])([2H])[2H])C([2H])([2H])[2H])O